FC=1C(=NC(=NC1)NC1=CC=C(C=N1)CC1CCN(CC1)CC1=CC=C(C=C1)CO)C=1C=C(C2=C(N(C(=N2)C)C(C)C)C1)F (4-((4-((6-((5-fluoro-4-(4-fluoro-1-isopropyl-2-methyl-1H-benzo[d]imidazol-6-yl)pyrimidin-2-yl)amino)pyridin-3-yl)methyl)piperidin-1-yl)methyl)phenyl)methanol